((2-((4-fluorobenzyl)oxy)naphthalen-1-yl)methyl)-3-(4-methylpiperazin-1-yl)propan-1-amine FC1=CC=C(COC2=C(C3=CC=CC=C3C=C2)CC(CCN2CCN(CC2)C)N)C=C1